N-Pentyl-1H-benzo[d]imidazole-1-carboxamide C(CCCC)NC(=O)N1C=NC2=C1C=CC=C2